C(#N)CCNC(=O)C=1NC=C(C1)[N+](=O)[O-] N-(2-cyanoethyl)-4-nitro-1H-pyrrole-2-carboxamide